[Fe].[Cr] chromium iron